CN1N=C(C=C1)NC1=NC=CC(=N1)C1=CN=CC(=N1)C=1NOC(C1)=O 3-(6-(2-((1-methyl-1H-pyrazol-3-yl)amino)pyrimidin-4-yl)pyrazin-2-yl)isoxazol-5-one